FC=1C=CC(=NC1C)C1=NNC=C1C1=NC2=CC(=CN=C2C=C1)N1CCN(CC1)C(C)C 2-[3-(5-fluoro-6-methyl-2-pyridyl)-1H-pyrazol-4-yl]-7-(4-isopropylpiperazin-1-yl)-1,5-naphthyridine